vinyl-imidazole bistrifluoromethanesulfonimide salt [N-](S(=O)(=O)C(F)(F)F)S(=O)(=O)C(F)(F)F.C(=C)C=1NC=CN1